1-(9-ethyl-6-(4-hydroxypiperidin-1-yl)-2-(3-(1-methyl-1H-pyrazol-3-yl)phenyl)-9H-purin-8-yl)ethan-1-one C(C)N1C2=NC(=NC(=C2N=C1C(C)=O)N1CCC(CC1)O)C1=CC(=CC=C1)C1=NN(C=C1)C